2-(((2R,3S,4S,5S,6R)-6-(4-(3-(hex-5-yn-1-yl)thioureido)phenoxy)-3,4,5-trihydroxytetrahydro-2H-pyran-2-yl)methyl)malonic acid C(CCCC#C)NC(NC1=CC=C(O[C@@H]2[C@H]([C@H]([C@@H]([C@H](O2)CC(C(=O)O)C(=O)O)O)O)O)C=C1)=S